NC=1C=CC(=C(OC2=NC(=NN3C2=CC=C3)NC=3C=NN(C3)CC(F)F)C1)F 4-(5-amino-2-fluorophenoxy)-N-(1-(2,2-difluoroethyl)-1H-pyrazol-4-yl)pyrrolo[2,1-f][1,2,4]triazin-2-amine